BrC=1C=C(C=CC1)C1(OC(C1)C)C(=O)NNC(NC)=S 2-(2-(3-bromophenyl)-4-methyloxetane-2-carbonyl)-N-methylhydrazinecarbothioamide